trans-3-oxo-2-(cis-2-pentenyl)-cyclopentanecarboxylic acid methyl ester COC(=O)[C@H]1[C@@H](C(CC1)=O)C\C=C/CC